2-((4-(aminomethyl)benzyl)thio)-6-(dimethylamino)-4-ethylpyridine-3,5-dicarbonitrile, hydrochloride salt Cl.NCC1=CC=C(CSC2=NC(=C(C(=C2C#N)CC)C#N)N(C)C)C=C1